butyl 8-(5-cyanopyridin-2-yl)-3,8-diazabicyclo[3.2.1]octane-3-carboxylate C(#N)C=1C=CC(=NC1)N1C2CN(CC1CC2)C(=O)OCCCC